3-fluoro-2-(5-((3aR,6aS)-hexahydropyrrolo[3,4-c]pyrrol-2(1H)-yl)-1,3,4-thiadiazol-2-yl)-5-(1H-pyrazol-4-yl)phenol Di-hydrochloride salt Cl.Cl.FC=1C(=C(C=C(C1)C=1C=NNC1)O)C=1SC(=NN1)N1C[C@@H]2CNC[C@@H]2C1